9-(4-chloro-2-fluorophenyl)-2,3-dimethyl-7-[2-(1-methylpyrazol-4-yl)morpholin-4-yl]pyrimido[1,2-b]pyridazin-4-one ClC1=CC(=C(C=C1)C=1C=2N(N=C(C1)N1CC(OCC1)C=1C=NN(C1)C)C(C(=C(N2)C)C)=O)F